C(CCC)C(C(=O)O)(CCCCCCCC(=O)O)CCCC.C(CCCCCCCCC(=O)OCCCC)(=O)OCCCC di-n-butyl sebacate (din-butyl sebacate)